C1=C(C=CC2=CC=C(C=C12)C=1C2=CC=CC=C2C(=C2C=CC=CC12)C1=CC=CC=C1)C1=CC2=CC=CC=C2C=C1 9-([2,2'-binaphthyl]-7-yl)-10-phenylanthracene